N-(3-Cyclopropoxy-5-(trifluoromethyl)phenyl)-2-ethynyl-N-(1-(4-fluorobenzyl)-2-oxopyrrolidin-3-yl)thiazole-4-carboxamide C1(CC1)OC=1C=C(C=C(C1)C(F)(F)F)N(C(=O)C=1N=C(SC1)C#C)C1C(N(CC1)CC1=CC=C(C=C1)F)=O